CC=1N=C(C=2C(N1)=C(C(N(C2)N2CCOCC2)=O)N2CCN(CC2)C)N[C@H](C)C2=C(C(=CC=C2)C(F)(F)F)C (R)-2-methyl-4-((1-(2-methyl-3-(trifluoromethyl)phenyl)ethyl)amino)-8-(4-methylpiperazine-1-yl)-6-morpholinopyrido[4,3-d]pyrimidin-7(6H)-one